pyrimidin-4(3H)-one hydrochloride Cl.N1=CNC(C=C1)=O